ClC1=NC(N2C(N3[C@@]4(CO[C@H](C3)C4)C2)=C1C#N)=O (3S,11aR)-7-chloro-9-oxo-3,4-dihydro-1H,9H,11H-3,11a-methanopyrimido[6',1':2,3]imidazo[5,1-c][1,4]oxazine-6-carbonitrile